ClC1=C(C=CC(=C1O)O)C(C(=O)N)=O (2-chloro-3,4-dihydroxyphenyl)-2-oxoacetamide